1,3-bis(2-fluoroethoxycarbonyl)-2-methyl-2-thiopseudourea FCCOC(=O)NC(SC)=NC(=O)OCCF